[Al].[B].[Fe] iron-boron aluminum